C(C1=CC=CC=C1)(C1=CC=CC=C1)[C@@H]1N2C(C=3N(C1)C(=CN3)CN3CCCC3)=C(C(C=C2)=O)O (S)-6-benzhydryl-11-hydroxy-3-(pyrrolidin-1-ylmethyl)-5H-imidazo[1,2-a]pyrido[2,1-c]pyrazin-10(6H)-one